Tert-butyl(1-((14-(1,3-dioxoisoindolin-2-yl)tetradecyl)sulfonyl)piperidin-4-yl)carbamate C(C)(C)(C)OC(NC1CCN(CC1)S(=O)(=O)CCCCCCCCCCCCCCN1C(C2=CC=CC=C2C1=O)=O)=O